5-Fluoro-3-[2-[4-methoxy-4-[[(R)-phenylsulfinyl]methyl]piperidin-1-yl]ethyl]-1H-indole FC=1C=C2C(=CNC2=CC1)CCN1CCC(CC1)(C[S@@](=O)C1=CC=CC=C1)OC